FC1(CCN(CC1)C1=NC(=CC(=C1)C1=NN=C(O1)C1=C(C=C(C=C1)NS(=O)(=O)C(CO)C)N1CCC2(CC2)CC1)C)F N-(4-(5-(2-(4,4-difluoropiperidin-1-yl)-6-methylpyridin-4-yl)-1,3,4-oxadiazole-2-yl)-3-(6-azaspiro[2.5]octane-6-yl)phenyl)-1-hydroxypropane-2-sulfonamide